CC1=CC=C(OC2=CC=C(C=C2)C=2NC=NN2)C=C1 5-(4-(4-methylphenoxy)phenyl)-4H-1,2,4-triazole